IC(C(C(C(I)(F)F)(F)F)(F)F)(F)F 1,4-diiodooctafluorobutane